Cl.NC(C(=O)N1CCN(CC1)C(=O)NC1=NC(N(C=C1)C1=CC=C(C=C1)CCCN1CC(C1)N)=O)(C)C 4-(2-Amino-2-methylpropanoyl)-N-(1-(4-(3-(3-aminoazetidin-1-yl)propyl)phenyl)-2-oxo-1,2-dihydropyrimidin-4-yl)piperazine-1-carboxamide hydrochloride salt